FC([C@@H]1C[C@H](C1)O)(F)F trans-3-(trifluoromethyl)cyclobutan-1-ol